ClC=1C=CC(=C(C1)CC(=O)NC1=CC(=NC=C1)C(=O)NC(C#C)(C)C)O 4-[[2-(5-Chloro-2-hydroxy-phenyl)acetyl]amino]-N-(1,1-dimethylprop-2-ynyl)pyridine-2-carboxamide